2-(2-hydroxy-5-hexylphenyl)benzotriazole OC1=C(C=C(C=C1)CCCCCC)N1N=C2C(=N1)C=CC=C2